ClC1=C(C(=C(C=C1OC)OC)Cl)C1=CC2=C(N=C(N=C2)SC)C(=N1)CC1CN(CC1)C 6-(2,6-dichloro-3,5-dimethoxyphenyl)-8-((1-methylpyrrolidin-3-yl)methyl)-2-(methylthio)pyrido[3,4-d]pyrimidine